6-methyl-7H-pyrrolo[2,3-d]pyrimidine CC1=CC2=C(N=CN=C2)N1